para-Methoxybenzyl chloride COC1=CC=C(CCl)C=C1